[3-[10-[4-(4-cyanophenyl)phenoxy]decoxycarbonyl]-4-[6-(6-prop-2-enoyloxyhexoxy)naphthalene-2-carbonyl]oxy-phenyl] 6-(6-prop-2-enoyloxyhexoxy)naphthalene-2-carboxylate C(C=C)(=O)OCCCCCCOC=1C=C2C=CC(=CC2=CC1)C(=O)OC1=CC(=C(C=C1)OC(=O)C1=CC2=CC=C(C=C2C=C1)OCCCCCCOC(C=C)=O)C(=O)OCCCCCCCCCCOC1=CC=C(C=C1)C1=CC=C(C=C1)C#N